FC1=C(C=CC(=C1)N)NC1=C(C=NC2=CC(=C(C=C12)OC)OC)F 2-fluoro-N1-(3-fluoro-6,7-dimethoxy-4-quinolyl)benzene-1,4-diamine